(S)-9-chloro-11-(chloromethyl)-4-ethyl-8,10-difluoro-4-hydroxy-1,12-dihydro-14H-pyrano[3',4':6,7]indolizino[1,2-b]quinoline-3,14(4H)-dione ClC1=C(C=2C(=C3C(=NC2C=C1F)C1=CC2=C(C(N1C3)=O)COC([C@]2(O)CC)=O)CCl)F